4-amino-7-fluoro-1-methyl-N-(2-oxopyrrolidin-1-yl)-N-((6-(trifluoromethyl)pyridazin-3-yl)methyl)-1H-pyrazolo[4,3-c]quinoline-8-carboxamide NC1=NC=2C=C(C(=CC2C2=C1C=NN2C)C(=O)N(CC=2N=NC(=CC2)C(F)(F)F)N2C(CCC2)=O)F